FC1=C2C=CC=NC2=CC=C1NC1=NC=NC2=CC(=CC(=C12)O[C@H](C)C(CO)CO)C=1C=NN(C1)C (R)-2-(1-((4-((5-fluoroquinolin-6-yl)amino)-7-(1-methyl-1H-pyrazol-4-yl)quinazolin-5-yl)oxy)ethyl)propane-1,3-diol